2-cyclopropoxy-N-(3,5-difluoro-4-((6-methoxy-7-(2-(methylamino)ethoxy)quinolin-4-yl)oxy)phenyl)pyridine-3-carboxamide C1(CC1)OC1=NC=CC=C1C(=O)NC1=CC(=C(C(=C1)F)OC1=CC=NC2=CC(=C(C=C12)OC)OCCNC)F